C(C1=CC=CC=C1)N1C(=NC=2CN([C@@H](CC21)C(=O)OCC2=CC=CC=C2)C(C)C)C2=NNC1=CC(=CC=C21)C2=C(C=C(C(=C2)F)OCC2=CC=CC=C2)CC Benzyl (S)-1-benzyl-2-(6-(4-(benzyloxy)-2-ethyl-5-fluorophenyl)-1H-indazol-3-yl)-5-isopropyl-4,5,6,7-tetrahydro-1H-imidazo[4,5-c]pyridine-6-carboxylate